CC1=C(C(=CC=C1)C)C1=CC(=CC(=N1)NS(=O)(=O)C1=CC=CC(=N1)C(=O)O)OC[C@@H](CC(C)C)NC1CC2(CC2)C1 6-[[6-(2,6-Dimethylphenyl)-4-[(2R)-4-methyl-2-(spiro[2.3]hexan-5-ylamino)pentoxy]-2-pyridyl]sulfamoyl]pyridine-2-carboxylic acid